The molecule is a hydrate that is the trihydrate form of irinotecan hydrochloride. Onivyde is used in combination with fluorouracil and leucovorin, for the treatment of patients with metastatic adenocarcinoma of the pancreas after disease progression following gemcitabine-based therapy. It is converted via hydrolysis of the carbamate linkage to its active metabolite, SN-38, which is ~1000 times more active. It has a role as an EC 5.99.1.2 (DNA topoisomerase) inhibitor, an antineoplastic agent, an apoptosis inducer and a prodrug. It contains an irinotecan hydrochloride (anhydrous). CCC1=C2CN3C(=CC4=C(C3=O)COC(=O)[C@@]4(CC)O)C2=NC5=C1C=C(C=C5)OC(=O)N6CCC(CC6)N7CCCCC7.O.O.O.Cl